FC1=CC=C(C=C1)N1C(N(C(C2=C1N(C(C(=C2O)CC2=C(C=CC=C2)C)=O)C)=O)C2=CC=C(C=C2)F)=O 1,3-bis(4-fluorophenyl)-5-hydroxy-8-methyl-6-(2-methylbenzyl)pyrido[2,3-d]pyrimidine-2,4,7(1H,3H,8H)-trione